(4S,5R)-methyl-5-(2-nitrophenyl)-2,2-diethyl-1,3-dioxolane-4-carboxylate COC(=O)[C@H]1OC(O[C@@H]1C1=C(C=CC=C1)[N+](=O)[O-])(CC)CC